5-fluoro-spiro[2,3-dihydroisoquinoline-4,1'-cyclopropane]-1-one FC1=C2C(=CC=C1)C(NCC21CC1)=O